C(C)(C)(C)OC(=O)N1CC(=CC1)C1=CC=C(C=C1)OC(F)(F)F 3-[4-(trifluoromethoxy)phenyl]-2,5-dihydropyrrole-1-carboxylic acid tert-butyl ester